9-(2-hydroxybenzamido)nonanoic acid OC1=C(C(=O)NCCCCCCCCC(=O)O)C=CC=C1